ClC1=C(C(=O)NCC(=O)N[C@@H](CC(C)C)B2OC([C@H](O2)[C@H](C(=O)OC)N(C)C)=O)C=C(C=C1)Cl methyl (R)-2-((R)-2-((R)-1-(2-(2,5-dichlorobenzamido) acetamido)-3-methylbutyl)-5-oxo-1,3,2-dioxaborolan-4-yl)-2-(dimethylamino)acetate